2-((2S)-1-acetyl-4-(2'-((2-ethylpyridin-3-yl)oxy)-6'-oxo-3,4,5',8'-tetrahydro-2H,6'H-spiro[naphthalene-1,7'-pyrido[3,2-d]pyrimidin]-4'-yl)piperazin-2-yl)acetonitrile C(C)(=O)N1[C@H](CN(CC1)C=1C2=C(N=C(N1)OC=1C(=NC=CC1)CC)CC1(C(N2)=O)CCCC2=CC=CC=C21)CC#N